hydroxy-1-methyl-N-(5-(trans-3-(4-(trifluoromethyl)phenyl)cyclobutoxy)-1H-indol-3-yl)cyclohexane-1-carboxamide OC1C(CCCC1)(C(=O)NC1=CNC2=CC=C(C=C12)O[C@@H]1C[C@H](C1)C1=CC=C(C=C1)C(F)(F)F)C